CC1(CC=C(N=C1)N)N.[N] nitrogen 5-methylpyridin-2,5-diamine